ClC1=CC=C(S1)C(C#N)=C1CCN(CC1)C(=O)N1CCC(CC1)CO 2-(5-chlorothiophen-2-yl)-2-(1-(4-(hydroxymethyl)piperidine-1-carbonyl)piperidin-4-ylidene)acetonitrile